FC1=C(C=C(C(=C1)C(F)(F)F)F)NS(=O)(=O)C1=CNC(=C1)C=1SC=C(N1)C N-[2,5-difluoro-4-(trifluoromethyl)phenyl]-5-(4-methyl-1,3-thiazol-2-yl)-1H-pyrrole-3-sulfonamide